4-(2-aminoethoxy)pyrrolidine-2-carboxylic acid NCCOC1CC(NC1)C(=O)O